CN(S(=O)(=O)N1C=NC=C1)C N,N-dimethylimidazole-1-sulfonamide